ethyl 2-(5-cyclopropylpyrimidin-2-yl)-2-methylpropanoate C1(CC1)C=1C=NC(=NC1)C(C(=O)OCC)(C)C